F[B-](F)(F)F.S1C(=NC2=C1C=CC=C2)C2=CC=[N+](C=C2)CCCCCC 4-(Benzothiazol-2-yl)-1-hexylpyridin-1-ium tetrafluoroborate